6-Fluoro-8-(5-fluoro-1H-indol-7-yl)-9-methoxy-1,4,4-trimethyl-5H-[1,2,4]triazolo[4,3-a]quinoxaline FC1=C2NC(C=3N(C2=C(C(=C1)C=1C=C(C=C2C=CNC12)F)OC)C(=NN3)C)(C)C